bromo-1-(3-bromo-4-fluorophenyl)-4,5,6,7-tetrahydro-1H-indazole-3-carbonitrile BrC1C=2C(=NN(C2CCC1)C1=CC(=C(C=C1)F)Br)C#N